O1[C@H](COCC1)CN1N=C2C3=C(C[C@@H](C2=C1)C)OC(=C3C(F)(F)F)C(=O)NCC=3OC=CN3 (4S)-2-{[(2S)-1,4-Dioxan-2-yl]methyl}-4-methyl-N-[(1,3-oxazol-2-yl)methyl]-8-(trifluoromethyl)-4,5-dihydro-2H-furo[2,3-g]indazol-7-carboxamid